FC(C1(CC1)C#CC1=C2CCCN(C2=CN=C1)C1=NC=2N(C3=CC=CC(=C13)F)C=NN2)F 5-(5-((1-(difluoromethyl)cyclopropyl)ethynyl)-3,4-dihydro-1,7-naphthyridin-1(2H)-yl)-6-fluoro-[1,2,4]triazolo[4,3-a]quinazoline